tert-butyl 7-[(1s,3s,4r)-2-(tert-butoxycarbonyl)-5-methylene-2-azabicyclo[2.2.2]octane-3-carbonyl]-2,7-diazaspiro[3.5]nonane-2-carboxylate C(C)(C)(C)OC(=O)N1[C@@H]2CC([C@H]([C@H]1C(=O)N1CCC3(CN(C3)C(=O)OC(C)(C)C)CC1)CC2)=C